N-(benzyloxycarbonyl)asparagine C(C1=CC=CC=C1)OC(=O)N[C@@H](CC(N)=O)C(=O)O